C1(=CC=CC=C1)NC=CC=CC=NC1=CC=CC=C1 N-[5-(Phenylamino)-2,4-pentadienylidene]aniline